OC1=C(C2=CC=CC=C2C(C1=O)=O)C1=CC=CC2=CC=CC=C12 hydroxy-[1,1'-binaphthyl]-3,4-dione